6-chloro-N-(1-((2r,4r,5r)-3,3-difluoro-4-hydroxy-5-(hydroxymethyl)tetrahydrofuran-2-yl)-2-oxo-1,2-dihydropyrimidin-4-yl)nicotinamide ClC1=NC=C(C(=O)NC2=NC(N(C=C2)[C@@H]2O[C@@H]([C@H](C2(F)F)O)CO)=O)C=C1